FC1=C(C=CC(=C1)F)C1=CC(=CC=C1)NC1=NC=NC2=CC(=C(C=C12)N)OCCCN1CCOCC1 N4-(2',4'-difluoro-[1,1'-biphenyl]-3-yl)-7-(3-morpholinopropoxy)quinazoline-4,6-diamine